CC=1C(=NC=CC1)C=1SC=2C=NC(=CC2N1)NC1=NC=2[C@@H](CCCC2C=C1)N (8R)-N2-[2-(3-methylpyridin-2-yl)-[1,3]thiazolo[5,4-c]pyridin-6-yl]-5,6,7,8-tetrahydroquinoline-2,8-diamine